FC1=C(COC2=C(C(N(C(=C2)C)CC2=CC=C(CNC(CNC(C)=O)=O)C=C2)=O)Br)C=CC(=C1)F N-(4-((4-(2,4-difluorobenzyloxy)-3-bromo-6-methyl-2-oxopyridin-1(2H)-yl)methyl)benzyl)-2-(1-oxoethylamino)acetamide